C(C1=CC=CC=C1)(=O)C1=CC=C(C(=O)NCC(=O)N2[C@H]3C[C@]3(CC2C(=O)N[C@H](C)C=2SC=C(C2)C(N)=N)C)C=C1 (1S,5S)-2-((4-benzoylbenzoyl)glycyl)-N-((R)-1-(4-carbamimidoylthiophen-2-yl)ethyl)-5-methyl-2-azabicyclo[3.1.0]hexane-3-carboxamide